naphthalene-1,5-dicarboxylic acid chloride C1(=CC=CC=2C(=CC=CC12)C(=O)Cl)C(=O)Cl